Cl.FC1=CC=C(C(=N)N)C=C1 Para-fluorobenzamidine hydrochloride